C(CCC)N(C1=CC(=C(C(=O)C2=C(C(=O)O)C=CC=C2)C=C1)O)CCCC 2-(4-(dibutylamino)-2-hydroxybenzoyl)benzoic acid